C(C)N1C[C@@H](CCC1)NC1=CC(=C(N=N1)C1=CC=C2C=C(NC2=C1)C#N)C 6-[6-[[(3R)-1-ethyl-3-piperidinyl]amino]-4-methyl-pyridazin-3-yl]-1H-indole-2-carbonitrile